benzyl 4-{7-[7-(difluoromethyl)-6-(1-methylpyrazol-4-yl)-3,4-dihydro-2H-quinolin-1-yl]-2,3-dihydro-1H-isoindol-5-yl}-3,6-dihydro-2H-pyridine-1-carboxylate FC(C1=C(C=C2CCCN(C2=C1)C=1C=C(C=C2CNCC12)C=1CCN(CC1)C(=O)OCC1=CC=CC=C1)C=1C=NN(C1)C)F